tert-butyl 5-(2-amino-4-(methoxycarbonyl)phenyl)-6-azaspiro[2.5]oct-4-ene-6-carboxylate NC1=C(C=CC(=C1)C(=O)OC)C1=CC2(CC2)CCN1C(=O)OC(C)(C)C